C(=O)O.ClC1=C(C=CC(=C1)NC=1C=2N(C=CN1)C(=CN2)C=2C(=NN(C2)CC=2N=NC=CC2)C(F)(F)F)C(=O)N2CCNCC2 [2-chloro-4-[[3-[1-(pyridazin-3-ylmethyl)-3-(trifluoromethyl)pyrazol-4-yl]imidazo[1,2-a]pyrazin-8-yl]amino]phenyl]-piperazin-1-ylmethanone formate